(3R)-6-bromo-3-(4-chlorophenyl)-2-[(5-chloropyridin-2-yl)methyl]-3-methoxy-2,3-dihydro-1H-isoindol-1-one BrC1=CC=C2[C@](N(C(C2=C1)=O)CC1=NC=C(C=C1)Cl)(OC)C1=CC=C(C=C1)Cl